C(=O)(C(=C)C)OCCC[Si](OCC)(OCC)OCC 3-Methacryl-oxypropyl-triethoxysilane